C=1N=CN2C1C1=CC=CC=C1[C@H]2[C@H]2[C@H](C=1C=CN=CC1CC2)O (5R,6S)-6-((R)-5H-Imidazo[5,1-a]isoindol-5-yl)-5,6,7,8-tetrahydroisochinolin-5-ol